thiophenyl-boronic acid S1C(=CC=C1)B(O)O